N-(1-(difluoromethyl)-1H-pyrazol-4-yl)pyrazolo[1,5-a]pyridin-2-amine FC(N1N=CC(=C1)NC1=NN2C(C=CC=C2)=C1)F